ClC=1C=CC(=C(C1)NC(C(=O)NC(C(=O)NC1=C(C(=O)O)C=CC=C1)CC1=CC=CC=C1)=O)C1=NN=NN1 2-(2-(((5-chloro-2-(1H-tetrazol-5-yl)phenyl)amino)-2-oxoacetamido)-3-phenylpropionamido)benzoic acid